3-[3,5-di-tert-butyl-4-hydroxyphenyl]propionamide C(C)(C)(C)C=1C=C(C=C(C1O)C(C)(C)C)CCC(=O)N